C(C)(C)C1=CNC=2C(=CC=C(C12)C#N)OC 3-isopropyl-7-methoxy-1H-indole-4-carbonitrile